O=C1N(CCC(N1)=O)C1=CC=C(N=N1)CN1CCN(CC1)C1=CC(=C(C=C1)NC1=NC=C(C(=C1)NC1=C(C(=O)NC)C=CC=C1)C(F)(F)F)OC 2-((2-((4-(4-((6-(2,4-dioxotetrahydropyrimidin-1(2H)-yl)pyridazin-3-yl)methyl)piperazin-1-yl)-2-methoxyphenyl)amino)-5-(trifluoromethyl)pyridin-4-yl)amino)-N-methylbenzamide